CN1[C@H]2CN([C@@H](C1)C2)C2=CC(=C1CN(C(C1=C2)=O)C2=CC(=CC=C2)[C@@](C(C2=NN=CN2C)(F)F)(C)F)C(F)(F)F 6-((1R,4R)-5-Methyl-2,5-diazabicyclo[2.2.1]heptan-2-yl)-2-(3-((R)-1,1,2-trifluoro-1-(4-methyl-4H-1,2,4-triazol-3-yl)propan-2-yl)phenyl)-4-(trifluoromethyl)-isoindolin-1-one